N1=CNC2=NC=CC(=C21)C=2C=NN(C2)C2=CC=C(C=N2)C(C(F)(F)F)(O)C2CC2 1-(6-(4-(3H-imidazo[4,5-b]pyridin-7-yl)-1H-pyrazol-1-yl)pyridin-3-yl)-1-cyclopropyl-2,2,2-trifluoroethanol